NCC1CN(CCO1)C(=O)OC(C)(C)C 2-aminomethyl-4-Boc-morpholine